1-[4-(3-{5-[(R)-(1,3-dimethyl-azetidin-3-yl)-hydroxy-(4-isopropyl-phenyl)-methyl]-pyridin-3-yl}-[1,2,4]Oxadiazol-5-ylmethyl)-piperidin-1-yl]-ethanone CN1CC(C1)(C)[C@@](C=1C=C(C=NC1)C1=NOC(=N1)CC1CCN(CC1)C(C)=O)(C1=CC=C(C=C1)C(C)C)O